1-benzenesulfonyl-2-methylcyclohexanecarboxylic acid C1(=CC=CC=C1)S(=O)(=O)C1(C(CCCC1)C)C(=O)O